2-(3,5-Difluoro-phenyl)-N-[2-(ethyl-methyl-amino)-7-fluoro-4-oxo-4H-quinazolin-3-yl]-acetamide FC=1C=C(C=C(C1)F)CC(=O)NN1C(=NC2=CC(=CC=C2C1=O)F)N(C)CC